tert-Butyl 5-(4-(((1RS,2S)-2-((tert-butoxycarbonyl)amino)-1-cyano-3-(1H-indol-3-yl)propyl)amino)-3-(methoxycarbonyl)phenyl)-1H-indole-1-carboxylate C(C)(C)(C)OC(=O)N[C@H]([C@H](C#N)NC1=C(C=C(C=C1)C=1C=C2C=CN(C2=CC1)C(=O)OC(C)(C)C)C(=O)OC)CC1=CNC2=CC=CC=C12 |&1:9|